ClC1=C(CNC(CN2N=C(C=CC2=O)C2=CC=C(C=C2)OCC)=O)C=CC=C1 N-(2-chlorobenzyl)-2-(3-(4-ethoxyphenyl)-6-oxopyridazin-1(6H)-yl)acetamide